CO\N=C(/C1=C(C=CC=C1)O)\C1=NOCCO1 (E)-(5,6-dihydro-1,4,2-dioxazin-3-yl)(2-hydroxyphenyl)methanone O-methyloxime